3-(4-(4-(aminomethyl)-1-oxo-1,2-dihydrophthalazin-6-yl)-1-methyl-1H-pyrazol-5-yl)-2-naphthonitrile NCC1=NNC(C2=CC=C(C=C12)C=1C=NN(C1C=1C(=CC2=CC=CC=C2C1)C#N)C)=O